C(C1=CC=CC=C1)NCCNCCN N-Benzyldiethylenetriamine